BrC1=C(C=C2C(C=C(OC2=C1)C)=O)OCOC 7-bromo-6-(methoxymethoxy)-2-methyl-4H-chromen-4-one